(4-(6-fluoro-3,4-dihydroisoquinolin-2(1H)-yl)-2,6-dimethylphenyl)-5-methylsulfanyl-oxazol-2-amine FC=1C=C2CCN(CC2=CC1)C1=CC(=C(C(=C1)C)C=1N=C(OC1SC)N)C